3-(4-amino-6-[(4-bromobenzyl)(methyl)amino]-1-methyl-1H-imidazo[4,5-c]pyridin-2-yl)propan-1-ol NC1=NC(=CC2=C1N=C(N2C)CCCO)N(C)CC2=CC=C(C=C2)Br